2-(2-thienyl)quinazoline S1C(=CC=C1)C1=NC2=CC=CC=C2C=N1